NC1=C(C=NN1[C@@H](C(F)(F)F)CC)C(=O)N1C[C@@]2(CCC1)C1=C(NC(O2)=O)C=CC(=C1F)Cl (R)-1'-(5-amino-1-((R)-1,1,1-trifluorobutan-2-yl)-1H-pyrazole-4-carbonyl)-6-chloro-5-fluorospiro[benzo[d][1,3]oxazine-4,3'-piperidin]-2(1H)-one